N-(3-(3-Chloro-2-(3-methoxy-4-((7-oxo-2,6-diazaspiro[3.4]octan-2-yl)methyl)phenyl)pyridin-4-yl)-2-methylphenyl)-5-((7-oxo-2,6-diazaspiro[3.4]octan-2-yl)methyl)picolinamide ClC=1C(=NC=CC1C=1C(=C(C=CC1)NC(C1=NC=C(C=C1)CN1CC2(C1)CNC(C2)=O)=O)C)C2=CC(=C(C=C2)CN2CC1(C2)CNC(C1)=O)OC